C1=CC=C(C=C1)C2=CC(=O)C3=C(C=CC(=C3O2)O)O The molecule is a dihydroxyflavone that is flavone substituted by hydroxy groups at positions 5 and 8. It has a role as a plant metabolite.